(S)-4-Chloro-N-(1-(3-hydroxyazetidin-1-yl)pentan-2-yl)-N-methylbenzamide ClC1=CC=C(C(=O)N(C)[C@H](CN2CC(C2)O)CCC)C=C1